2-(3,5-dichloro-4-((5,8-difluoro-1-methyl-3,4-dihydro-1H-furo[3,4-b]indol-7-yl)-oxy)phenyl)-3,5-dioxo-2,3,4,5-tetrahydro-1,2,4-triazine-6-carbonitrile ClC=1C=C(C=C(C1OC1=C(C=2C3=C(NC2C(=C1)F)COC3C)F)Cl)N3N=C(C(NC3=O)=O)C#N